C(C)OCO[C@H]1[C@@H](O[C@@H]([C@H]1O)C)N1C(N(C(C(=C1)F)=O)COCC)=O 1-((2R,3R,4R,5R)-3-(ethoxymethoxy)-4-hydroxy-5-methyltetrahydrofuran-2-yl)-3-(ethoxymethyl)-5-fluoropyrimidine-2,4(1H,3H)-dione